OC1=C(C=C2C=CC(=CC2=C1)C#N)C=1N=NC(=CC1)N(C1CC(NC(C1)(C)C)(C)C)C 7-hydroxy-6-(6-(methyl(2,2,6,6-tetramethylpiperidin-4-yl)amino)pyridazin-3-yl)-2-naphthonitrile